4-cyano-N-[5-[(3,5-difluorophenyl)methyl]-1H-indazol-3-yl]-2-[[1-[4-[4-[4-[(2,6-dioxo-3-piperidyl)amino]phenyl]piperazin-1-yl]-4-oxo-butanoyl]-4-piperidyl]amino]benzamide C(#N)C1=CC(=C(C(=O)NC2=NNC3=CC=C(C=C23)CC2=CC(=CC(=C2)F)F)C=C1)NC1CCN(CC1)C(CCC(=O)N1CCN(CC1)C1=CC=C(C=C1)NC1C(NC(CC1)=O)=O)=O